CC=1C=CC=C2C(=CN=NC12)NC1=NC(=NC=C1)NC1=CC=C(C=C1)CN1CCN(CC1)C N4-(8-methylcinnolin-4-yl)-N2-(4-((4-methylpiperazin-1-yl)methyl)phenyl)pyrimidine-2,4-diamine